FC=1C=2N(C=C(C1)C(NC1=CC=C(C=N1)N1C[C@H](N(CC1)C(=O)OC(C)(C)C)C)=N)C=C(N2)C tert-butyl (R)-4-(6-(8-fluoro-2-methylimidazo[1,2-a]pyridine-6-carboximidamido)pyridin-3-yl)-2-methylpiperazine-1-carboxylate